2-(4-(6-(tert-Butoxycarbonyl-(methyl)amino)-2-fluoropyridin-3-yl)phenyl)-1H-pyrrolo[2,3-c]pyridine-1-carboxylic acid tert-butyl ester C(C)(C)(C)OC(=O)N1C(=CC=2C1=CN=CC2)C2=CC=C(C=C2)C=2C(=NC(=CC2)N(C)C(=O)OC(C)(C)C)F